3-bromo-2-chloro-6-(trifluoromethoxy)benzaldehyde BrC=1C(=C(C=O)C(=CC1)OC(F)(F)F)Cl